ClC1=C(C=CC=C1C1=CC=C(C(=N1)OC)CN[C@@H]1CC(NC1)=O)C1=C(C(=CC=C1)NC=1C2=C(N=C(N1)C)C=CC=N2)C (R)-4-(((6-(2-chloro-2'-methyl-3'-((2-methylpyrido[3,2-d]pyrimidin-4-yl)amino)-[1,1'-biphenyl]-3-yl)-2-methoxypyridin-3-yl)methyl)amino)pyrrolidin-2-one